C12(CNCC2C1)NC=1C2=C(N=CN1)C(=CC(=N2)C2=CC=C(C=C2)CN2CCOCC2)C(=O)N 4-((3-Azabicyclo[3.1.0]hex-1-yl)amino)-6-(4-(morpholinomethyl)phenyl)pyrido[3,2-d]pyrimidine-8-carboxamide